(4S,4aR,5S,5aR,6R,12aS)-4-(Dimethylamino)-3,5,10,12,12a-pentahydroxy-6-methyl-1,11-dioxo-1,4,4a,5,5a,6,11,12a-octahydrotetracene-2-carboxamide CN([C@@H]1C(=C(C([C@]2(C(=C3C(C4=C(C=CC=C4[C@@H]([C@H]3[C@@H]([C@@H]12)O)C)O)=O)O)O)=O)C(=O)N)O)C